3-(dimethylamino)-2-fluorobenzonitrile CN(C=1C(=C(C#N)C=CC1)F)C